C(=O)(O)C1=CC=C(N(C)C)C=C1 4-carboxyl-N,N-dimethylaniline